Ethyl 4-((tert-butoxycarbonyl) (methyl) amino)-2-oxo-1-phenyl-7-(trifluoromethyl)-1,2-dihydro-1,8-naphthyridine-3-carboxylate C(C)(C)(C)OC(=O)N(C1=C(C(N(C2=NC(=CC=C12)C(F)(F)F)C1=CC=CC=C1)=O)C(=O)OCC)C